NC1=NC=CC(=C1C#CCN1CCOCC1)OC1=C(C=C(C=C1)NC(=O)C=1C(N(N=CC1)C1=CC=C(C=C1)F)=O)F N-(4-(2-amino-3-(morpholinoprop-1-ynyl)pyridine-4-yloxy)-3-fluorophenyl)-2-(4-fluorophenyl)-3-oxo-2,3-dihydropyridazine-4-carboxamide